(2S,5R)-5-ethyl-4-(1-(4-fluoro-2-methoxyphenyl)ethyl)-2-methylpiperazine C(C)[C@H]1N(C[C@@H](NC1)C)C(C)C1=C(C=C(C=C1)F)OC